FC1=C(C=CC(=C1)F)CN1CCN(CC1)C=1N=C2C(=NC1C=1C=NN(C1)C)C=NC(=C2)C#N 2-{4-[(2,4-difluorophenyl)methyl]piperazin-1-yl}-3-(1-methyl-1H-pyrazol-4-yl)pyrido[3,4-b]pyrazine-7-carbonitrile